[Cl-].C(CCCCCCC\C=C/CCCCCCCC)[N+](C)(C)CCCCCCCC\C=C/CCCCCCCC N,N-dioleyl-N,N-dimethyl-ammonium chloride